N-(2,4-difluorobenzyl)-12-hydroxy-3-methyl-1,11-dioxo-1,6,7,11-tetrahydro-3H-2,7-methanopyrido[1,2-a][1,4]diazonine-10-carboxamide FC1=C(CNC(=O)C=2C(C(=C3N(C4CC=CC(N(C3=O)C4)C)C2)O)=O)C=CC(=C1)F